N(=[N+]=[N-])C1CCC(CC1)NC(OCC1=CC=CC=C1)=O benzyl (1s,4s)-4-azidocyclohexylcarbamate